C(C)C=1C=NC2=CC(=CN=C2C1)CN1CCN(CC1)C=1C=NC(=CC1)OCC1COC1 3-Ethyl-7-((4-(6-(oxetan-3-ylmethoxy)pyridin-3-yl)piperazin-1-yl)methyl)-1,5-naphthyridin